BrC=1C(=C(C=C(C1)F)N(S(=O)(=O)CCC)COCC[Si](C)(C)C)F N-(3-bromo-2,5-difluorophenyl)-N-((2-(trimethylsilyl)ethoxy)methyl)propane-1-sulfonamide